bis(tri-hydroxymethyl-propane) tetraacrylate C(C=C)(=O)O.C(C=C)(=O)O.C(C=C)(=O)O.C(C=C)(=O)O.OC(O)(O)CCC.OC(O)(O)CCC